ClC=1C=C(OCC(CC[C@H]2[C@@H](C[C@@H]3OC[C@H](CC[C@@H]32)CCCC(=O)OC(C)C)O)O)C=CC1 2-Propanyl 4-{(3S,5aR,6R,7R,8aS)-6-[4-(3-chlorophenoxy)-3-hydroxybutyl]-7-hydroxyoctahydro-2H-cyclopenta[b]oxepin-3-yl}butanoate